3-(4-bromotetrahydro-2H-pyran-2-yl)pyridine BrC1CC(OCC1)C=1C=NC=CC1